CSC(NC1=NC=C(C=C1C(F)(F)F)C(C)C)=N methyl(5-isopropyl (trifluoromethyl)pyridin-2-yl)carbamimidothioate